trans-4-methoxycyclohexanamine, hydrochloride Cl.CO[C@@H]1CC[C@H](CC1)N